ethyl 7-bromo-3-methylbenzo[b]thiophene-2-carboxylate BrC1=CC=CC2=C1SC(=C2C)C(=O)OCC